ClC1=CC(=C(C=C1)C(C(=O)C1=CNC2=CC=C(C=C12)OC(F)(F)F)=O)OC 1-(4-chloro-2-methoxyphenyl)-2-(5-(trifluoromethoxy)-1H-indol-3-yl)ethane-1,2-dione